O1C(CCCC1)OC[C@H]1CCC(O1)=O (5R)-5-(tetrahydropyran-2-yloxymethyl)tetrahydrofuran-2-one